BrC=1C(=C(OC[C@H](CCC(N)=O)NC(OC(C)(C)C)=O)C=C(C1)F)Cl tert-butyl N-[(2S)-1-(3-bromo-2-chloro-5-fluorophenoxy)-4-carbamoylbutan-2-yl]carbamate